3,4-dimethoxyphenyl-acetone COC=1C=C(C=CC1OC)CC(C)=O